ClC=1C(=CC(=NC1)NC(=O)[C@H]1[C@H]2C[C@@H]([C@@H]([C@@H]1C=1C(=NN(C1)C)C(F)(F)F)O2)O)C(F)(F)F (1R,2R,3S,4R,5S)-N-(5-chloro-4-(trifluoromethyl)pyridin-2-yl)-5-hydroxy-3-(1-methyl-3-(trifluoromethyl)-1H-pyrazol-4-yl)-7-oxabicyclo[2.2.1]heptane-2-carboxamide